C(C)(C)C=1CCC2C3(CCCC(C3CC=C2C1)(C(=O)OC1(C(OC(C1)=O)=O)CC(=O)O)C)C 2-(3-((7-isopropyl-1,4a-dimethyl-1,2,3,4,4a,4b,5,6,10,10a-decahydrophenanthrene-1-carbonyl)oxy)-2,5-dioxotetrahydrofuran-3-yl)acetic acid